FC=1C(=C2C(=NC(=NN2C1)NCC(C#N)(C)C)OC)C=1C=CC2=C(N(C(=N2)C)CCF)C1 3-((6-fluoro-5-(1-(2-fluoroethyl)-2-methyl-1H-benzo[d]imidazol-6-yl)-4-methoxypyrrolo[2,1-f][1,2,4]triazin-2-yl)amino)-2,2-dimethylpropanenitrile